S1C(=NC(=C1)C1=C(C=CC=C1)C1=C(C(=CC(=C1)C)C1=CC=CC=C1)O)C=1SC=C(N1)C1=C(C=CC=C1)C1=C(C(=CC(=C1)C)C1=CC=CC=C1)O 2,2'''-([2,2'-bithiazole]-4,4'-diyl)bis(5'-methyl-[1,1':3',1''-terphenyl]-2'-ol)